CS(=O)(=O)OC=1C=C(C=CC1CC)NC(NC1=CC(=C(C=C1)CC)OS(=O)(=O)C)=O bis-[3-(methylsulfonyloxy)-4-ethyl-phenyl]urea